[(2-chlorophenyl)diphenylmethyl] N6-(((9H-fluoren-9-yl)methoxy)carbonyl)-N2-((benzyloxy)carbonyl)-L-lysinate C1=CC=CC=2C3=CC=CC=C3C(C12)COC(=O)NCCCC[C@H](NC(=O)OCC1=CC=CC=C1)C(=O)OC(C1=CC=CC=C1)(C1=CC=CC=C1)C1=C(C=CC=C1)Cl